ClC1=CC=C2C(=N1)N(C(=N2)C)CC2CN(C2)C(=O)OC(C)(C)C tert-Butyl 3-((5-chloro-2-methyl-3H-imidazo[4,5-b]pyridin-3-yl)methyl)azetidine-1-carboxylate